[1,2]Selenazole-3(2H)-one [Se]1NC(C=C1)=O